ClC1=CC=C(C(=N1)C(=O)O)N[C@H](C)C1=CC(=CC=2C(N3C(=NC12)/C(/CC3)=C/C=3C=NNC3)=O)F 6-chloro-3-[[(1R)-1-[(3E)-7-fluoro-9-oxo-3-(1H-pyrazol-4-ylmethylene)-1,2-dihydropyrrolo[2,1-b]quinazolin-5-yl]ethyl]amino]pyridine-2-carboxylic acid